(R)-tert-butyl 4-(6-chloro-1-((2-(trimethylsilyl) ethoxy) methyl)-1H-indol-4-yl)-2-methylpiperazine-1-carboxylate ClC1=CC(=C2C=CN(C2=C1)COCC[Si](C)(C)C)N1C[C@H](N(CC1)C(=O)OC(C)(C)C)C